4-cyano-4-[[(dodecylthio)thioformyl]thio]-pentanoic acid C(#N)C(CCC(=O)O)(C)SC(=S)SCCCCCCCCCCCC